CC1(N(CCCC1)C=O)C (2,2-dimethylpiperidin-1-yl)methanone